ClC1=NN2C(N=CC3=C2C(CN3C(=O)OC(C)(C)C)(C(F)(F)F)O[Si](CC)(CC)CC)=C1 tert-butyl 2-chloro-8-((triethylsilyl)oxy)-8-(trifluoromethyl)-7,8-dihydro-6H-pyrazolo[1,5-a]pyrrolo[2,3-e]pyrimidine-6-carboxylate